OC1(CC(C1)C(=O)N1CC2(C1)CCC(CC2)(OC2=NC=C(C=C2)C(F)(F)F)C)C ((1s,3s)-3-Hydroxy-3-methylcyclobutyl)(7-methyl-7-((5-(trifluoromethyl)pyridin-2-yl)oxy)-2-azaspiro[3.5]nonan-2-yl)methanon